3-(2-chloro-7-ethoxyquinolin-3-yl)-1-(4-iodophenyl)prop-2-en-1-one ClC1=NC2=CC(=CC=C2C=C1C=CC(=O)C1=CC=C(C=C1)I)OCC